((1R,3S)-3-(2-diazoacetyl)cyclohexyl)acetamide tert-butyl-(2R)-3-(4-{2-[2-(2-ethoxyethoxy)ethoxy]ethoxy}phenyl)-2-hydroxypropanoate C(C)(C)(C)OC([C@@H](CC1=CC=C(C=C1)OCCOCCOCCOCC)O)=O.[N+](=[N-])=CC(=O)[C@@H]1C[C@@H](CCC1)CC(=O)N